C1=CC=CC=C2C=CC=CC=C12 heptalene